FC(OC1=CC(=NN1)NC1=CN=C2C(=N1)N(N=C2)C([C@H](C)OC2OCCCC2)CC)F N-(5-(difluoromethoxy)-1H-pyrazol-3-yl)-1-((2S)-2-((tetrahydro-2H-pyran-2-yl)oxy)pent-3-yl)-1H-pyrazolo[3,4-b]pyrazin-6-amine